4-[2-(isoquinolin-7-yloxy)-5-(methylsulfonyl)phenyl]-6-methyl-1,6-dihydro-7H-pyrrolo[2,3-c]pyridin-7-one C1=NC=CC2=CC=C(C=C12)OC1=C(C=C(C=C1)S(=O)(=O)C)C=1C2=C(C(N(C1)C)=O)NC=C2